diammonium bicyclo[2.2.2]octane bis(tetrafluoroborate) F[B-](F)(F)F.F[B-](F)(F)F.C12CCC(CC1)CC2.[NH4+].[NH4+]